O=C1NC(CCC1N1C(C2=CC=C(C(=C2C1=O)F)CN1CCN(CC1)C1=NC(=C(C(=O)N)C=C1)C1=CC=C(C=C1)OC1=CC=CC=C1)=O)=O 6-(4-((2-(2,6-dioxopiperidin-3-yl)-4-fluoro-1,3-dioxoisoindolin-5-yl)methyl)piperazin-1-yl)-2-(4-phenoxyphenyl)nicotinamide